3-(4-aminophenyl)-phenylboronic acid pinacol ester NC1=CC=C(C=C1)C=1C=C(C=CC1)B1OC(C)(C)C(C)(C)O1